P(=O)(O)(O)OCCC(=O)O 3-(phosphonooxy)propanoic acid